5,7-dichloro-2-methyl-thiazolo[5,4-d]pyrimidine ClC=1N=C(C2=C(N1)SC(=N2)C)Cl